BrC=1C=C(C=CC1F)/C=C(\CC(=O)O)/C(=O)OCC (3E)-4-(3-bromo-4-fluorophenyl)-3-(ethoxycarbonyl)but-3-enoic acid